3,5,6-trimethylpyrazine-2-carboxylic acid CC=1C(=NC(=C(N1)C)C)C(=O)O